Dimethylaminomethyl-6-methoxy-phenol CN(C)CC1=C(C(=CC=C1)OC)O